1,2-bis-tert-butylperoxyisopropyl-benzene C(C)(C)(C)OOC(C)(C)C1=C(C=CC=C1)OOC(C)(C)C